ClC1=CC=C(C=C1)N1C(=C(C=C1C)C(CN1CCC(CC1)C(F)(F)F)=O)C 1-(1-(4-Chlorophenyl)-2,5-dimethyl-1H-pyrrol-3-yl)-2-(4-(trifluoromethyl)piperidin-1-yl)ethanone